N-[(6-Amino-2-pyridyl)sulfonyl]-2-(4,4-difluorocyclohexoxy)-6-(3-fluoro-5-isobutoxyphenyl)pyridin-3-carboxamid NC1=CC=CC(=N1)S(=O)(=O)NC(=O)C=1C(=NC(=CC1)C1=CC(=CC(=C1)OCC(C)C)F)OC1CCC(CC1)(F)F